ClC1=CC=C(C=C1)C(=NS(=O)C(C)(C)C)C1=CC=C(C=C1)Cl N-(bis(4-chloro-phenyl)methylene)-2-methylpropane-2-sulfinamide